methyl 4-((2-(chloromethyl)-3-methylpyridin-4-yl)oxy)-3-methoxybenzoate ClCC1=NC=CC(=C1C)OC1=C(C=C(C(=O)OC)C=C1)OC